CC=1NC=C(N1)CC(=O)O.CC=1NC=C(N1)CC(=O)O.C1(CCCC1)(CO)CO.C1(CCCC1)(CO)CO.C1(CCCC1)(CO)CO tricyclopentanedimethanol bis(2-methylimidazolyl ethanoate)